C(C)(C)(C)OC(=O)N1CCC(CC1)N1N=CC(=C1)C=1C=NC(=C(C1C)Cl)C#N 4-(4-(5-chloro-6-cyano-4-methylpyridin-3-yl)-1H-pyrazol-1-yl)piperidine-1-carboxylic acid tert-butyl ester